difluoro-7-azaspiro[3.5]nonan FC1(CC2(C1)CCNCC2)F